NC1=NC=2C([C@H]3[C@](CC2C=N1)([C@H]1CC=C2[C@@H]4[C@H]([C@@H](CC[C@@]4(CC[C@]2([C@@]1(CC3)C)C)C(=O)O)C)C)C)(C)C (1S,2R,4aS,6aS,6bR,8aR,14aR,14bR,16bS)-11-amino-1,2,6a,6b,9,9,14a-heptamethyl-1,2,3,4,4a,5,6,6a,6b,7,8,8a,9,14,14a,14b,15,16b-octadecahydrochryseno[1,2-g]quinazoline-4a-carboxylic acid